2-(5-(5-(1-(1H-pyrrolo[2,3-b]pyridin-4-yl)ethoxy)-1H-indazol-3-yl)pyridin-2-yl)-7-((tetrahydro-2H-pyran-4-yl)methyl)-2,7-diazaspiro[3.5]nonane N1C=CC=2C1=NC=CC2C(C)OC=2C=C1C(=NNC1=CC2)C=2C=CC(=NC2)N2CC1(C2)CCN(CC1)CC1CCOCC1